bis(2-ethoxyethyl)benzylphosphine C(C)OCCP(CC1=CC=CC=C1)CCOCC